2-Chloro-3-fluoro-6-methoxyisonicotinic acid methyl ester COC(C1=C(C(=NC(=C1)OC)Cl)F)=O